ClC1=C(C=CC=C1)CN1CCC(CC1)N1CCN(CCC1)C1=CC=CC(=N1)C(=O)NC1=CC(=NC=C1)C 6-(4-{1-[(2-Chlorophenyl)methyl]piperidin-4-yl}-1,4-diazepan-1-yl)-N-(2-methylpyridin-4-yl)pyridine-2-carboxamide